C(C)(C)(C)OC(=O)N1CCCC12C(CCC2)=O 6-oxo-1-Azaspiro[4.4]nonane-1-carboxylic acid tert-butyl ester